(3aR,4R,6S,6aS)-4-(2,4-dioxo-3,4-dihydropyrimidin-1(2H)-yl)-6-fluoro-6-(hydroxymethyl)-2,2-dimethyltetrahydrofurano[3,4-d][1,3]Dioxole-4-carbonitrile O=C1N(C=CC(N1)=O)[C@@]1(O[C@@]([C@H]2OC(O[C@H]21)(C)C)(CO)F)C#N